OC(=O)C(F)(F)F.C(C1=CC=CC=C1)#N Benzonitrile TFA salt